OC[C@H](C1=CC=CC=C1)NC1=CC(=NC=C1C(=O)O)NC1=CC=C2C(=N1)C(N(C2=O)C)(C)C (S)-4-((2-hydroxy-1-phenylethyl)amino)-6-((6,7,7-trimethyl-5-oxo-6,7-dihydro-5H-pyrrolo[3,4-b]pyridin-2-yl)amino)nicotinic acid